N[C@H]1CCC2=CC=CC=C2C1 (3s,4r)-3-aminotetralin